2,6-difluoro-N-methyl-benzamide FC1=C(C(=O)NC)C(=CC=C1)F